CC1([C@H]([C@@H]1C1=NOC(=N1)C=1C(=NC=CC1)C(F)(F)F)C1=CC=C(C=C1)S(=O)(=O)N)C 4-[(1S,3S)-2,2-dimethyl-3-{5-[2-(trifluoromethyl)pyridin-3-yl]-1,2,4-oxadiazol-3-yl}cyclopropyl]benzenesulfonamide